3-chloro-N-(2,2-difluoroethyl)-4-(6-(1-methylcyclopropoxy)-9-((4-methylpyridin-2-yl)methyl)-9H-purin-8-yl)benzamide ClC=1C=C(C(=O)NCC(F)F)C=CC1C=1N(C2=NC=NC(=C2N1)OC1(CC1)C)CC1=NC=CC(=C1)C